(R)-N4-(1-(3-amino-5-(trifluoromethyl)phenyl)ethyl)-N2-methyl-6-morpholinopyrido[3,4-d]pyrimidine-2,4-diamine NC=1C=C(C=C(C1)C(F)(F)F)[C@@H](C)NC=1C2=C(N=C(N1)NC)C=NC(=C2)N2CCOCC2